ClC=1N=CC(=NC1)N1CCC(CC1)C(C)OC=1SC2=NC(=CC=C2N1)C1=CC=C(C=C1)S(=O)(=O)C 2-(1-(1-(5-chloropyrazin-2-yl)piperidin-4-yl)ethoxy)-5-(4-(methylsulfonyl)phenyl)thiazolo[5,4-b]pyridin